ClC=1C=CC=2C(=C3N(C2C1C=1C(=NN(C1C)C)C)CCCN(C3=O)C3=C1C=NN(C1=CC(=C3)C(=O)O)C)CCCOC3=CC(=C(C(=C3)C)Cl)C 4-[8-chloro-11-[3-(4-chloro-3,5-dimethyl-phenoxy)propyl]-1-oxo-7-(1,3,5-trimethylpyrazol-4-yl)-4,5-dihydro-3H-[1,4]diazepino[1,2-a]indol-2-yl]-1-methyl-indazole-6-carboxylic Acid